2-ethynyl-N-(4-(thiazol-4-yl)benzyl)thiazole-4-carboxamide methyl-2-(4,4-difluoro-3-methylpiperidin-1-yl)-5-oxo-5,6,7,8-tetrahydroquinoline-3-carboxylate COC(=O)C=1C(=NC=2CCCC(C2C1)=O)N1CC(C(CC1)(F)F)C.C(#C)C=1SC=C(N1)C(=O)NCC1=CC=C(C=C1)C=1N=CSC1